tert-butyl 4-[2-(2-benzyloxyethoxy)ethoxy]piperidine-1-carboxylate C(C1=CC=CC=C1)OCCOCCOC1CCN(CC1)C(=O)OC(C)(C)C